CN(C)CC1=C(C=CC(=N1)NC=1C=CC(=C2CNC(C12)=O)C1=CN=C2N1C=CC(=C2)F)O[C@H]2COCC2 7-[[6-[(dimethyl-amino)methyl]-5-[(3R)-tetrahydrofuran-3-yl]oxy-2-pyridyl]amino]-4-(7-fluoro-imidazo[1,2-a]pyridin-3-yl)isoindolin-1-one